3-Fluoroanilin FC=1C=C(N)C=CC1